(N,N-dimethylaminoethoxy)ethanol CN(C)CCOC(C)O